(R)-2-(3-fluoro-5-isopropyl-2-methoxyphenyl)-2-((R)-3-(isopropyl(5-(5,6,7,8-tetrahydro-1,8-naphthyridin-2-yl)pentyl)amino)pyrrolidin-1-yl)acetic acid FC=1C(=C(C=C(C1)C(C)C)[C@H](C(=O)O)N1C[C@@H](CC1)N(CCCCCC1=NC=2NCCCC2C=C1)C(C)C)OC